1-cyclopropyl-2-(3,4-dimethoxyphenyl)-6-(4-(6-isopropyl-2,6-diazaspiro[3.3]heptan-2-yl)phenyl)-1H-imidazo[4,5-c]pyridine C1(CC1)N1C(=NC=2C=NC(=CC21)C2=CC=C(C=C2)N2CC1(C2)CN(C1)C(C)C)C1=CC(=C(C=C1)OC)OC